di-tert-butyl DL-(±)-aspartate N[C@H](CC(=O)OC(C)(C)C)C(=O)OC(C)(C)C |r|